N-(2-chloro-5-methoxypyrimidin-4-yl)-O-methyl-N-(4-(1-methyl-4-(trifluoromethyl)-1H-imidazol-2-yl)benzyl)hydroxylamine ClC1=NC=C(C(=N1)N(OC)CC1=CC=C(C=C1)C=1N(C=C(N1)C(F)(F)F)C)OC